2-(piperidin-2-yl)-1H-benzo[d]imidazole N1C(CCCC1)C1=NC2=C(N1)C=CC=C2